(3-fluorophenyl)-((2-(4-(trifluoromethoxy)phenyl)thiazol-5-yl)methyl)quinoxaline-2-carboxamide FC=1C=C(C=CC1)C1=C2N=C(C(=NC2=CC=C1)C(=O)N)CC1=CN=C(S1)C1=CC=C(C=C1)OC(F)(F)F